tert-butyl 4-(3,5-bis(hydroxymethyl)phenyl)-3,6-dihydropyridine-1(2H)-carboxylate OCC=1C=C(C=C(C1)CO)C=1CCN(CC1)C(=O)OC(C)(C)C